3-(6-(Chloromethyl)pyridin-3-yl)piperidine-2,6-dione ClCC1=CC=C(C=N1)C1C(NC(CC1)=O)=O